N[C@H](C(=O)OCC)CC=C (S)-Ethyl 2-aminopent-4-enoate